4-fluoro-N-(7-isopropyl-1-(prop-2-yn-1-yl)-1H-indazol-3-yl)benzamide diacetate tetrasodium salt [Na+].[Na+].[Na+].[Na+].C(C)(=O)[O-].C(C)(=O)[O-].FC1=CC=C(C(=O)NC2=NN(C3=C(C=CC=C23)C(C)C)CC#C)C=C1